C(CCOCCOCCOCCOCCOC)(=O)[O-] 4,7,10,13,16-pentaoxaheptadecanoate